(2S)-2-[[4-[[(2R)-2-aminosulfanylpropyl]amino]-2-naphthalen-1-ylbenzoyl]amino]-4-methylpentanoic acid NS[C@@H](CNC1=CC(=C(C(=O)N[C@H](C(=O)O)CC(C)C)C=C1)C1=CC=CC2=CC=CC=C12)C